C(C)OC(=O)C1=C(SC=2CN(CCC21)C)NC(CSC2=NC1=C(N2)C=CC=C1)=O ethyl-2-[[2-(1H-benzimidazol-2-ylsulfanyl)acetyl]-amino]-6-methyl-5,7-dihydro-4H-thieno[2,3-c]-pyridine-3-carboxylate